tert-Butyl (3-cyano-4-(3-(3-(diethylamino)-3-(hydroxymethyl)pyrrolidin-1-yl)-5-fluoro-7,9-dihydrofuro[3,4-f]quinazolin-6-yl)-7-fluorothieno[3,2-c]pyridin-2-yl)carbamate C(#N)C1=C(SC2=C1C(=NC=C2F)C=2C1=C(C=3C=NC(=NC3C2F)N2CC(CC2)(CO)N(CC)CC)COC1)NC(OC(C)(C)C)=O